CC=1C=C(C=C(C1)OCC1=CC=C(C#N)C=C1)OCC1=CC=C(C#N)C=C1 4,4'-(((5-methyl-1,3-phenylene)bis(oxy))bis(methylene))dibenzonitrile